3-(2',4'-dimethylphenyl)-4-acetyl-5-methyloxazol-2(3H)-one CC1=C(C=CC(=C1)C)N1C(OC(=C1C(C)=O)C)=O